NC1=NC(=NC(=C1)NC1=CC=C(C=C1)OC1=CC=CC=C1)C=O 4-amino-6-((4-phenoxyphenyl)amino)pyrimidine-2-carbaldehyde